2,2-bis(4-(2,3-dibromo-2-methylpropyloxy)-3,5-dibromophenyl)propane BrC(COC1=C(C=C(C=C1Br)C(C)(C)C1=CC(=C(C(=C1)Br)OCC(CBr)(Br)C)Br)Br)(CBr)C